ClC=1C=C(CN2CC3=C(CC2)N(N(C3=O)CC3=CC=C(C=C3)Cl)CCNC(CO)=O)C=C(C1)F N-(2-(5-(3-chloro-5-fluorobenzyl)-2-(4-chlorobenzyl)-3-oxo-2,3,4,5,6,7-hexahydro-1H-pyrazolo[4,3-c]pyridin-1-yl)ethyl)-2-hydroxyacetamide